Ethyl (E)-4-[4-(7-chloro-2-methoxymethyl-10,11-dihydro-dibenzo[b,f]azepin-5-yl)-butylamino]-but-2-enoate maleate C(\C=C/C(=O)O)(=O)O.ClC1=CC2=C(CCC3=C(N2CCCCNC/C=C/C(=O)OCC)C=CC(=C3)COC)C=C1